5-methyl-N-(1-(naphthalen-1-yl)cyclopropyl)-1H-indazole-6-carboxamide CC=1C=C2C=NNC2=CC1C(=O)NC1(CC1)C1=CC=CC2=CC=CC=C12